tert-butyl (7S,8aS)-6-oxo-7-(prop-2-yn-1-yl)hexahydropyrrolo[1,2-a]pyrazine-2(1H)-carboxylate O=C1[C@H](C[C@@H]2N1CCN(C2)C(=O)OC(C)(C)C)CC#C